C(C)N1N=CC(=C1)NC1=NC=C(C(=N1)OCC1CCC(CC1)O)F 4-(((2-((1-ethyl-1H-pyrazol-4-yl)amino)-5-fluoropyrimidin-4-yl)oxy)methyl)cyclohexan-1-ol